1-[2-Morpholino-5-(trifluoromethyl)-3-pyridyl]ethanol O1CCN(CC1)C1=NC=C(C=C1C(C)O)C(F)(F)F